di-neopentyl cyclohexylsuccinate C1(CCCCC1)C(C(=O)OCC(C)(C)C)CC(=O)OCC(C)(C)C